[Si](C1=CC=CC=C1)(C1=CC=CC=C1)(C(C)(C)C)C[C@]1(C2(CC(C1)C2)C(=O)C2=CC1=CC=CC=C1C=C2)C2=CC(=CC=C2)Cl |r| (rac)-((1R,2S,4S)-2-((tert-butyldiphenylsilyl)methyl)-2-(3-chlorophenyl)bicyclo[2.1.1]hexan-1-yl)(naphthalen-2-yl)methanone